COC(=O)C1=C(C=NC=C1)NC[C@@H]1CCOC2=C1C=CC(=C2)N(C)C2=CC=C(C=C2)C=C 3-({[(4R)-7-[(4-vinylphenyl)(methyl)amino]-3,4-dihydro-2H-1-benzopyran-4-yl]methyl}amino)pyridine-4-carboxylic acid methyl ester